FC1=CC=C2C(=CC=NC2=C1)N\N=C\C1=CC=C(CN2CCOCC2)C=C1 (E)-4-(4-((2-(7-fluoroquinolin-4-yl)hydrazono)methyl)benzyl)morpholine